Bis(methylcyclopentadienyl)(methyl)(methoxy)zirconium (IV) CC1(C=CC=C1)[Zr](OC)(C)C1(C=CC=C1)C